The molecule is the monohydrate form of doxapram hydrochloride. A central and respiratory stimulant with a brief duration of action, it is used as a temporary treatment of acute respiratory failure, particularly when superimposed on chronic obstructive pulmonary disease, and of postoperative respiratory depression. It has also been used for treatment of postoperative shivering. It has a role as a central nervous system stimulant. It contains a doxapram hydrochloride (anhydrous). CCN1CC(C(C1=O)(C2=CC=CC=C2)C3=CC=CC=C3)CC[NH+]4CCOCC4.O.[Cl-]